(1S,3R,4S)-N-[(1R)-1-cyano-2-[(3R)-2-oxopyrrolidin-3-yl]ethyl]-2-[2-(3,5-dichlorophenyl)-2,2-difluoro-acetyl]-5,5-difluoro-2-azabicyclo[2.2.2]octane-3-carboxamide C(#N)[C@@H](C[C@@H]1C(NCC1)=O)NC(=O)[C@@H]1N([C@@H]2CC([C@H]1CC2)(F)F)C(C(F)(F)C2=CC(=CC(=C2)Cl)Cl)=O